tert-butyl (2S,5S)-5-(hydroxymethyl)-2-methyl-4-(1-(4-(trifluoromethyl)phenyl)ethyl)piperazine-1-carboxylate OC[C@H]1N(C[C@@H](N(C1)C(=O)OC(C)(C)C)C)C(C)C1=CC=C(C=C1)C(F)(F)F